dimethyl 1-phenyl-3-(difluoromethyl)-1H-pyrazole-4,5-dicarboxylate C1(=CC=CC=C1)N1N=C(C(=C1C(=O)OC)C(=O)OC)C(F)F